C=C(CCCC(=O)O)C1=CC=C(C=C1)F 5-(4-fluorophenyl)pent-5-enoic acid